cyclohexene-4,5-dicarboxylic acid C1=CCC(C(C1)C(=O)O)C(=O)O